tert-butyl N-[2-(dimethylamino)ethyl]-N-(2-fluoro-4-nitrophenyl)carbamate CN(CCN(C(OC(C)(C)C)=O)C1=C(C=C(C=C1)[N+](=O)[O-])F)C